N-(2-chloro-4-fluoro-6-methylphenyl)-5-fluoro-4-(3-oxo-5,6-dihydro-3H-[1,2,4]triazolo[3,4-c][1,4]oxazin-2(8H)-yl)-2-{[(2S)-1,1,1-trifluoropropan-2-yl]oxy}benzamide ClC1=C(C(=CC(=C1)F)C)NC(C1=C(C=C(C(=C1)F)N1N=C2COCCN2C1=O)O[C@H](C(F)(F)F)C)=O